chloro-N-[(3-fluoropyridin-2-yl)methyl]-5-(1,3-Oxazol-2-yl)pyrazine-2-carboxamide ClC=1C(=NC=C(N1)C=1OC=CN1)C(=O)NCC1=NC=CC=C1F